2-amino-5-(1-(4-((trifluoromethyl)sulfonyl)phenyl)-1H-1,2,4-triazol-3-yl)benzonitrile NC1=C(C#N)C=C(C=C1)C1=NN(C=N1)C1=CC=C(C=C1)S(=O)(=O)C(F)(F)F